diphenyl-(2,4,6-trimethylbenzyl)phosphine oxide C1(=CC=CC=C1)P(CC1=C(C=C(C=C1C)C)C)(C1=CC=CC=C1)=O